thiodiethyleneglycol bis[(3,5-ditert-butyl-4-hydroxyphenyl)propionate] C(C)(C)(C)C=1C=C(C=C(C1O)C(C)(C)C)C(C(=O)OCCSCCOC(C(C)C1=CC(=C(C(=C1)C(C)(C)C)O)C(C)(C)C)=O)C